3-(4-tert-butylphenyl)-5-(4-butylphenyl)-1,2,4-triazole C(C)(C)(C)C1=CC=C(C=C1)C1=NNC(=N1)C1=CC=C(C=C1)CCCC